CC1CC2=NN3C(C(NCC3C(=O)O)=O)=C2CN1 3-methyl-10-oxo-1,2,3,4,7,8,9,10-octahydropyrido[4',3':3,4]Pyrazolo[1,5-a]Pyrazine-7-Formic acid